C(C)C1=CC2=C(C(N(CC23CC3)CC(=O)NC3=NC=C(C=N3)OC)=O)S1 2-{2'-Ethyl-7'-oxo-6',7'-dihydro-5'H-spiro[cyclopropane-1,4'-thieno[2,3-c]pyridin]-6'-yl}-N-(5-methoxypyrimidin-2-yl)acetamide